methyl 2-amino-3-(6-oxo-5-azaspiro[3.4]octan-7-yl)propanoate hydrochloride Cl.NC(C(=O)OC)CC1C(NC2(CCC2)C1)=O